N=1CCC2(CCCCC12)C=1C=C2C(=NC1)N(N=C2C)C 5-(2,3,4,5,6,7-hexahydroindol-3a-yl)-1,3-dimethyl-pyrazolo[3,4-b]pyridine